C(CCCCCCCCCCCCCCCCC)(=O)O.OCC(O)CO glycerin stearate